CC1=CC=C(C=C1)S(=O)(=O)N.CC1=CC=CC=C1S(=O)(=O)N o,p-toluenesulfonamide